N-[2-(5-fluoro-1,3-benzoxazol-2-yl)ethyl]-6-methyl-4-[(1-methylcyclopropyl)amino]furo[2,3-d]pyrimidine-5-carboxamide FC=1C=CC2=C(N=C(O2)CCNC(=O)C2=C(OC=3N=CN=C(C32)NC3(CC3)C)C)C1